(4-(6-methyl-1,2,4,5-tetrazin-3-yl)phenyl)methylamine hydrochloride Cl.CC1=NN=C(N=N1)C1=CC=C(C=C1)CN